quinazolin-4(3H)-one trifluoroacetate salt FC(C(=O)O)(F)F.N1=CNC(C2=CC=CC=C12)=O